C[SiH](O[Si](O[Si](C)(C)C)(C)C)C 1,1,3,3,5,5,5-heptamethyltrisiloxane